CC1=CC=C(C=C1)C=1N=C2N(C=CC=C2)C1CN1CCN(CC1)C(=O)OC(C)(C)C Tert-butyl 4-{[2-(4-methylphenyl)imidazo[1,2-a]pyridine-3-yl]methyl}piperazine-1-carboxylate